(S)-2-[(2S,5S)-5-(hydroxymethyl)-2-isopropyl-1-methyl-3-oxo-1,2,3,4,5,6-hexahydro-1,4-benzodiazocin-9-yloxy]-2-(4-pyrimidinyl)ethyl 2-methyl-2-propanecarbamate CC(C)(C)NC(=O)OC[C@H](C1=NC=NC=C1)OC1=CC2=C(C[C@H](NC([C@@H](N2C)C(C)C)=O)CO)C=C1